3-bromopropyl-mannose tetraacetate C(C)(=O)O.C(C)(=O)O.C(C)(=O)O.C(C)(=O)O.BrCCCC(=O)[C@@H](O)[C@@H](O)[C@H](O)[C@H](O)CO